N(=C=O)C(C)(C)C=1C=C(C(=C)C)C=CC1 3-(2-isocyanato-2-propyl)-α-methylstyrene